6-[(2S)-2-aminopropyl]-2-chloro-N-[(1H-imidazol-5-yl)methyl]-7-methylthieno[3,2-d]pyrimidin-4-amine N[C@H](CC1=C(C=2N=C(N=C(C2S1)NCC1=CN=CN1)Cl)C)C